C(C)C1N(CC1)C(=O)O[C@H]1C[C@H](CC1)C1=CC(=NN1)NC(CC1=CC(=NO1)C)=O (1R,3S)-3-(3-{[(3-methyl-1,2-oxazol-5-yl)acetyl]amino}-1H-pyrazol-5-yl)cyclopentyl (2ξ)-2-ethylazetidine-1-carboxylate